2-chloro-6-[(4-methoxyphenyl)methyl]-7,7-dimethylpyrrolo[3,4-b]pyridin-5-one ClC1=CC=C2C(=N1)C(N(C2=O)CC2=CC=C(C=C2)OC)(C)C